CN(C1=CC=C(C=N1)N\C(\C)=C\1/C(NC2=CN=C(C=C21)C2=C(C=CC=C2OC)F)=O)C (Z)-3-(1-((6-(Dimethylamino)pyridin-3-yl)amino)ethylidene)-5-(2-fluoro-6-methoxyphenyl)-1H-pyrrolo[2,3-c]pyridin-2(3H)-one